C(C1=CC=C(C=C1)N)C1=CC=C(C=C1)N 1,1'-methylenebis(4-aminobenzene)